ClC1=NC(=C2C(=N1)NN=C2)NOC 6-chloro-4-(methoxyamino)-1H-pyrazolo[3,4-d]pyrimidine